tert-butyl {(2S)-3-oxo-1-[(3S)-2-oxopyrrolidin-3-yl]-4-[3-(trifluoromethyl)phenoxy]butan-2-yl}carbamate O=C([C@H](C[C@H]1C(NCC1)=O)NC(OC(C)(C)C)=O)COC1=CC(=CC=C1)C(F)(F)F